6-bromopyridin-2-formaldehyde BrC1=CC=CC(=N1)C=O